FC(F)(F)C=1C(=C(C2=CC=C3C=CC=C4C=CC1C2=C43)N)N trifluoromethyl-1,2-diaminopyrene